methyl-6-(4-(1-(3,4-difluorophenyl)-3,3-dimethyl-2,3-dihydro-1H-pyrrolo[3,2-b]pyridine-5-carbonyl)-3,3-dimethylpiperazin-1-yl)-2,4-dimethylnicotinic acid CC=1C(=NC(=C(C(=O)O)C1C)C)N1CC(N(CC1)C(=O)C1=CC=C2C(=N1)C(CN2C2=CC(=C(C=C2)F)F)(C)C)(C)C